N-((2-(4-hydroxypyridin-2-yl)thiazol-5-yl)methyl)-11-oxo-10,11-dihydrodibenzo[b,f][1,4]thiazepine-8-carboxamide 5,5-dioxide OC1=CC(=NC=C1)C=1SC(=CN1)CNC(=O)C1=CC2=C(S(C3=C(C(N2)=O)C=CC=C3)(=O)=O)C=C1